C(C1=CC=CC=C1)(=O)\C(\CNS(=O)(=O)C1=CC=C(C=C1)Cl)=C\C1=CC=CC=C1 (E)-N-(2-benzoyl-3-phenylallyl)-4-chlorobenzenesulfonamide